5-Decen CCCCC=CCCCC